glycoloxystearate C(CO)(=O)OC(C(=O)[O-])CCCCCCCCCCCCCCCC